5-bromo-8-chloro-2-((2-(trimethylsilyl)ethoxy)methyl)isoquinolin-1(2H)-one BrC1=C2C=CN(C(C2=C(C=C1)Cl)=O)COCC[Si](C)(C)C